C(C=C)(=O)N1[C@H](CN(CC1)C=1C2=C(N=C(N1)OC[C@H]1N(CCC1)C)N=C(C(=C2)F)C2=CC=CC=1CC3C(C21)C3)CC#N 2-((2S)-1-acryloyl-4-(6-fluoro-2-(((S)-1-methylpyrrolidin-2-yl)methoxy)-7-(1,1a,6,6a-tetrahydrocyclopropa[a]inden-2-yl)pyridino[2,3-d]pyrimidin-4-yl)piperazin-2-yl)acetonitrile